C1(=CC=C(C=C1)C(=O)NS(=O)(=O)N)C p-toluoyl-sulfamide